BrC1=C(C=CC(=C1)OC)OC 2-bromo-1,4-dimethoxybenzene